(S)-Methyl 4-nitro-3-((oxetan-2-ylmethyl)amino)benzoate [N+](=O)([O-])C1=C(C=C(C(=O)OC)C=C1)NC[C@H]1OCC1